(R)-[6-(3,6-dihydro-2H-pyran-4-yl)-pyridazin-4-yl]-(1,3-dimethyl-azetidin-3-yl)-(4-isopropyl-phenyl)-methanol O1CCC(=CC1)C1=CC(=CN=N1)[C@@](O)(C1=CC=C(C=C1)C(C)C)C1(CN(C1)C)C